[Si](C)(C)(C(C)(C)C)O[C@H](CC(=O)OCC)CCl Ethyl (3R)-3-[tert-butyl(dimethyl)silyl]oxy-4-chloro-butanoate